4-(carboxymethyl)-1-(5-fluoroindoline-1-carbonyl)piperidine-4-carboxylic acid C(=O)(O)CC1(CCN(CC1)C(=O)N1CCC2=CC(=CC=C12)F)C(=O)O